ClC1=CC=C(C=C1)C1=CC=CC=C1 4-chlorophenyl-benzene